tert-Butyl (4S)-3-[3-[4-[acetyl(2-methoxyethyl)amino]cuban-1-yl]-2-oxoimidazol-1-yl]-2-(4-fluoro-3,5-dimethylphenyl)-4-methyl-6,7-dihydro-4H-pyrazolo[4,3-c]pyridine-5-carboxylate C(C)(=O)N(C12C3C4C5(C(C14)C2C53)N5C(N(C=C5)C=5N(N=C3C5[C@@H](N(CC3)C(=O)OC(C)(C)C)C)C3=CC(=C(C(=C3)C)F)C)=O)CCOC